(E)-4-((4-aminophenyl)diazenyl)phenyl sulfurofluoridate S(OC1=CC=C(C=C1)\N=N\C1=CC=C(C=C1)N)(=O)(=O)F